FC(C1=CC=C(C=C1)C=1CC2(CN(C2)C(C=C)=O)CC1)(F)F 1-(6-(4-(trifluoromethyl)phenyl)-2-azaspiro[3.4]oct-6-en-2-yl)prop-2-en-1-one